4-ethoxy-benzene C(C)OC1=CC=CC=C1